ClC=1C2=C(N=CN1)C1=CC=CC=C1C2(C)C 4-chloro-5,5-dimethyl-5H-indeno[1,2-d]Pyrimidine